C(C)(C)(C)C1=C(C(=O)C2=CC=CC=C2)C=CC=C1 tertiary Butylbenzophenone